4-benzyloxy-6-(4-tert-butyl-2-methyl-phenyl)-3-isopropenyl-2-methyl-pyridine C(C1=CC=CC=C1)OC1=C(C(=NC(=C1)C1=C(C=C(C=C1)C(C)(C)C)C)C)C(=C)C